C(C)(C)NC(O[C@@H]1CC[C@H](CC1)C(N(C[C@@H]1CC[C@H](CC1)C1=NC(=C(C=C1)OC)C)C1=NC=CC(=C1)C=1C=NN(C1)C(C)C)=O)=O trans-4-((4-(1-Isopropyl-1H-pyrazol-4-yl)pyridin-2-yl)((trans-4-(5-methoxy-6-methylpyridin-2-yl)cyclohexyl)methyl)carbamoyl)cyclohexyl isopropylcarbamate